C(C)(C)(C)OC(=O)N1[C@H](C[C@H](C1)O)C(=O)[O-] (2R,4R)-1-(tert-butoxycarbonyl)-4-hydroxypyrrolidine-2-carboxylate